N-Methylcarbamic acid CNC(O)=O